C1(CCC1)C(C=1C=C(C=CC1)N1CC2=C(C=C(C=C2C1=O)CN(C(OC(C)(C)C)=O)C1(CCC1)C)C(F)(F)F)(C1=NN=CN1C)O tert-butyl ((2-(3-(cyclobutyl(hydroxy)(4-methyl-4H-1,2,4-triazol-3-yl)methyl)phenyl)-3-oxo-7-(trifluoromethyl)isoindolin-5-yl)methyl)(1-methylcyclobutyl)carbamate